6-(3-((benzyloxy)methyl)-4-ethyl-5-oxo-4,5-dihydro-1H-1,2,4-triazol-1-yl)-2-(2-ethoxyvinyl)-5-fluoronicotinic acid isopropyl ester C(C)(C)OC(C1=C(N=C(C(=C1)F)N1N=C(N(C1=O)CC)COCC1=CC=CC=C1)C=COCC)=O